Cl.N[C@H]1CN(CCC1)C(C)=O 1-[(3R)-3-amino-1-piperidinyl]ethanone hydrochloride